C(C)O[Si](CC[GeH2]C(C)(C)C)(OCC)OCC 1-triethoxysilyl-2-(tert-butylgermanyl)ethane